The molecule is a monohydroxypyridine that is the 6-hydroxy derivative of nicotinic acid. It has a role as a metabolite and a mouse metabolite. It derives from a nicotinic acid. It is a conjugate acid of a 6-hydroxynicotinate(1-). C1=CC(=O)NC=C1C(=O)O